[Na].C(CCCCCCCCC)N[C@@H](CC(C)C)C(=O)O N-decylleucine sodium